C(C1=CC=CC=C1)OC(=O)NCCN(C(=O)C1=C(C=C(C=C1)C1=CC(=NO1)C(=O)O)O)C 5-(4-((2-(((benzyloxy)carbonyl)amino)ethyl)(methyl)carbamoyl)-3-hydroxyphenyl)isoxazole-3-carboxylic acid